N1=CN=C2C1=CC=C1C2=CC=C2CC=3C=CC=4C=CC=NC4C3N=C21 benzimidazobenzo-phenanthroline